3,4,5-trifluoro-1-ethynylbenzene FC=1C=C(C=C(C1F)F)C#C